N-(3-cyclopropyl-5-(((3R,5S)-3,5-dimethylpiperazin-1-yl)methyl)phenyl)-4-(6-methyl-1H-indole-3-yl)-5-(trifluoromethyl)pyrimidin-2-amine C1(CC1)C=1C=C(C=C(C1)CN1C[C@H](N[C@H](C1)C)C)NC1=NC=C(C(=N1)C1=CNC2=CC(=CC=C12)C)C(F)(F)F